ClC1=C2C(=NC=C1)N(C=C2C2=NC=NC=C2)COCC[Si](C)(C)C 2-[(4-chloro-3-pyrimidin-4-yl-pyrrolo[2,3-b]Pyridin-1-yl)methoxy]Ethyl-trimethyl-silane